BrC1=CC=C(C=C1)[C@]1(COCCC1)C(=O)N |r| (±)-3-(4-Bromophenyl)tetrahydro-2H-pyran-3-carboxamide